C[C@H]1O[C@H](CC(C1)NC(C(C=1C=NC=CC1)N(C(=O)[C@@H]1N(C[C@@H](C1)OC)C(=O)OC(C)(C)C)C1=CC=C(C=C1)S(F)(F)(F)(F)F)=O)C tert-butyl (2R,4R)-2-[[2-[[(2R,6S)-2,6-dimethyltetrahydropyran-4-yl]amino]-2-oxo-1-(3-pyridyl)ethyl]-[4-(pentafluoro-λ6-sulfanyl)phenyl]carbamoyl]-4-methoxy-pyrrolidine-1-carboxylate